4-fluoro-2-(trifluoromethyl)benzenethiol FC1=CC(=C(C=C1)S)C(F)(F)F